C1(=CCC1)C1=C(C=CC=C1)F 1-(cyclobut-1-en-1-yl)-2-fluorobenzene